N[C@H](CC=1C=C2N(N=C(C=C2NCC=2SC=CC2)Cl)C1)CF (R)-6-(2-amino-3-fluoropropyl)-2-chloro-N-(thiophen-2-ylmethyl)pyrrolo[1,2-b]pyridazin-4-amine